ClC1=NC(=C(C=C1CO)F)F (2-chloro-5,6-difluoropyridin-3-yl)methanol